8-((2s,4r,5s)-4-(3-cyanophenoxy)-2,5-dimethylpiperidin-1-yl)-5-methyl-6-oxo-5,6-dihydro-1,5-naphthyridine-2-carbonitrile C(#N)C=1C=C(O[C@@H]2C[C@@H](N(C[C@@H]2C)C2=CC(N(C=3C=CC(=NC23)C#N)C)=O)C)C=CC1